2-{2-methyl-6-[2-(2,3,6,7-tetrahydro-1H,5H-benzo[ij]quinolizin-9-yl)ethenyl]-4H-pyran-4-ylidene}malononitrile CC=1OC(=CC(C1)=C(C#N)C#N)C=CC1=CC=2CCCN3CCCC(C23)=C1